C(C)(C)(C)OC(=O)N(C(=O)OC(C)(C)C)C1=NC=CC=C1C1=CC(=NO1)CC1=CC=C(C=C1)\C=C\C1CCCCC1.ClCC1=C(C=CC=C1)N1CN(CC1)C1=C(C=CC=C1)C 1-(2-chloromethyl-phenyl)-3-(o-tolyl)imidazoline di-tert-butyl-[(E)-3-(3-(4-(2-cyclohexylvinyl)benzyl)isoxazol-5-yl)pyridin-2-yl]imidodicarbonate